1-(7-chloro-1-[[2-(trimethylsilyl)ethoxy]methyl]indazol-4-yl)ethane-1,2-diol ClC=1C=CC(=C2C=NN(C12)COCC[Si](C)(C)C)C(CO)O